OC[C@H]1N(CCC1)C1=NC(=C2C(=N1)N(N=C2)[C@H]2CC[C@H](CC2)O)NC=2N=CN(C2)C2=CC(=C(C(=C2)OC)OC)OC (cis)-4-(6-((S)-2-(hydroxymethyl)pyrrolidin-1-yl)-4-((1-(3,4,5-trimethoxyphenyl)-1H-imidazol-4-yl)amino)-1H-pyrazolo[3,4-d]pyrimidin-1-yl)cyclohexanol